(3R)-N-t-butoxycarbonyl-3-amino-4-(2,4,5-trifluorophenyl)butyric acid C(C)(C)(C)OC(=O)N[C@@H](CC(=O)O)CC1=C(C=C(C(=C1)F)F)F